6-fluoro-4,4-dimethyl-3,4-dihydro-2(1H)-quinolinone FC=1C=C2C(CC(NC2=CC1)=O)(C)C